(1S)-N-{[3-{3-[(R)-cyclobutyl(4-methyl-4H-1,2,4-triazol-3-yl)methyl]phenyl}-5-(trifluoromethyl)-1H-pyrazolo[3,4-c]pyridin-7-yl]methyl}-3,3-difluorocyclopentan-1-amine C1(CCC1)[C@H](C=1C=C(C=CC1)C1=NNC2=C(N=C(C=C21)C(F)(F)F)CN[C@@H]2CC(CC2)(F)F)C2=NN=CN2C